FC(C1=NOC(=C1)C)(S(=O)(=O)C(F)(F)F)F 3-(difluoro((trifluoromethyl)sulfonyl)methyl)-5-methylisoxazole